N-(3-(difluoromethyl)-1-(4-(4-(3-((2,6-dioxopiperidin-3-yl)amino)benzyl)piperazin-1-yl)phenyl)-1H-pyrazol-4-yl)-2-(2-((2,2,2-trifluoroethyl)amino)pyridin-4-yl)oxazole-4-carboxamide FC(C1=NN(C=C1NC(=O)C=1N=C(OC1)C1=CC(=NC=C1)NCC(F)(F)F)C1=CC=C(C=C1)N1CCN(CC1)CC1=CC(=CC=C1)NC1C(NC(CC1)=O)=O)F